C(CCCCCCC\C=C/CCCCCCCC)(=O)C(O)(C(O)CO)C(CCC\C=C/C\C=C/C\C=C/C\C=C/CCCCC)=O oleoyl-arachidonoyl-glycerol